N-(4-((2,6-dioxopiperidin-3-yl)amino)phenyl)-4-((((1R,2S,4R)-1,7,7-trimethylbicyclo[2.2.1]heptane-2-yl)amino)methyl)benzamide O=C1NC(CCC1NC1=CC=C(C=C1)NC(C1=CC=C(C=C1)CN[C@@H]1[C@@]2(CC[C@H](C1)C2(C)C)C)=O)=O